FC1=CC=C(C=C1)C=1C(C(=CN(C1OC)C)C(=O)N)=O 5-(4-fluorophenyl)-6-methoxy-1-methyl-4-oxopyridine-3-carboxamide